tert-butyl-3-((tert-butyldiphenylsilyl)oxy)-4-oxopiperidine C(C)(C)(C)N1CC(C(CC1)=O)O[Si](C1=CC=CC=C1)(C1=CC=CC=C1)C(C)(C)C